N-(3-(methylsulfonyl)phenyl)acetamide CS(=O)(=O)C=1C=C(C=CC1)NC(C)=O